3-(Trifluoromethyl)phenyltrimethylammonium hydroxid [OH-].FC(C=1C=C(C=CC1)[N+](C)(C)C)(F)F